BrCCCOC1=C(C=C(C=C1)S(=O)(=O)NCCCC1=CNC2=CC=C(C=C12)Cl)F 4-(3-bromopropyloxy)-N-(3-(5-chloro-1H-indol-3-yl)propyl)-3-fluorobenzenesulfonamide